C1(CC1)C1=NC=NC(=C1C1=NC=C2N(C(N(C2=N1)[C@H](C)C1=CC=C(C=C1)C=1N(C=C(N1)C(F)(F)F)CC)=N)CC(F)(F)F)OC (R)-2-(4-cyclopropyl-6-methoxypyrimidin-5-yl)-9-(1-(4-(1-ethyl-4-(trifluoromethyl)-1H-imidazol-2-yl)phenyl)ethyl)-7-(2,2,2-trifluoroethyl)-7H-purin-8(9H)-imine